6-(4-(1H-pyrazol-1-yl)benzyl)-N-((3R,4S)-3-hydroxytetrahydro-2H-pyran-4-yl)-2-methyl-5-oxo-5,6-dihydroimidazo[1,2-c]pyrimidine-8-carboxamide N1(N=CC=C1)C1=CC=C(CN2C(N3C(C(=C2)C(=O)N[C@@H]2[C@H](COCC2)O)=NC(=C3)C)=O)C=C1